4-tertiary butyl-2,4-xylenol C(C)(C)(C)C1(CC(=C(C=C1)O)C)C